O1CCOC12CCN(CC2)C=2C=C(C=CC2)N(C(OCC2=CC=CC=C2)=O)C benzyl N-[3-(1,4-dioxa-8-azaspiro[4.5]decan-8-yl)phenyl]-N-methyl-carbamate